3-[4-(6-fluoro-benzo[d]isoxazol-3-yl)-piperidin-1-yl]-propan-1-ol FC1=CC2=C(C(=NO2)C2CCN(CC2)CCCO)C=C1